2-{6-[(3R)-3-(tert-butylamino)pyrrolidin-1-yl]pyridazin-3-yl}-5-(2H-1,2,3-triazol-2-yl)pyridin-3-ol C(C)(C)(C)N[C@H]1CN(CC1)C1=CC=C(N=N1)C1=NC=C(C=C1O)N1N=CC=N1